NC1=CC(=NN1CC(=O)O)C1CC1 2-(5-Amino-3-cyclopropyl-1H-pyrazol-1-yl)acetic acid